Tert-Butyl (S)-3-(4-Chloro-2-(2,3-Dimethyl-3h-Imidazo[4,5-B]Pyridin-7-Yl)-6-Methylphenoxy)Piperidine-1-Carboxylate ClC1=CC(=C(O[C@@H]2CN(CCC2)C(=O)OC(C)(C)C)C(=C1)C)C1=C2C(=NC=C1)N(C(=N2)C)C